C(#C)C1=C(C=CC=C1)S(=O)(=O)O ethynylbenzenesulfonic acid